boron bismandelic acid C(C(O)C1=CC=CC=C1)(=O)O.C(C(O)C1=CC=CC=C1)(=O)O.[B]